C(C)(C)(C)OC(=O)NC1=C(C=C(C=C1)N1CCN(C2(CC2)C1)C(=O)OC(C)(C)C)[N+](=O)[O-] tert-butyl 7-(4-((tert-butoxycarbonyl)amino)-3-nitrophenyl)-4,7-diazaspiro[2.5]octane-4-carboxylate